tert-butyl (S)-4-(1-((7-(difluoromethyl)-2-methylimidazo[1,2-a]pyridin-6-yl)carbamoyl)-2,3-dihydro-1H-pyrrolo[2,3-b]pyridin-4-yl)-2-methylpiperazine-1-carboxylate FC(C1=CC=2N(C=C1NC(=O)N1CCC=3C1=NC=CC3N3C[C@@H](N(CC3)C(=O)OC(C)(C)C)C)C=C(N2)C)F